(Rac)-6-(4-fluorophenyl)-N-(1-(5-methyl-1,3,4-thiadiazol-2-yl)ethyl)-8-(morpholinosulfonyl)quinazolin-4-amine FC1=CC=C(C=C1)C=1C=C2C(=NC=NC2=C(C1)S(=O)(=O)N1CCOCC1)N[C@H](C)C=1SC(=NN1)C |r|